OCCCN(CCOC(=O)OC(C(=O)OCCCCCCCC(OC(CCCCCC)CCCCCCCC)=O)CCC(=O)OCCCCCCCC(OC(CCCCCC)CCCCCCCC)=O)C bis(8-oxo-8-(pentadecan-7-yloxy)octyl) 2-(((2-((3-hydroxypropyl)(methyl)amino)ethoxy)carbonyl)oxy)pentanedioate